N6-(3-amino-5-chlorophenyl)-N2-((1S,2R)-2-aminocyclohexyl)-9-isopropyl-9H-purine-2,6-diamine NC=1C=C(C=C(C1)Cl)NC1=C2N=CN(C2=NC(=N1)N[C@@H]1[C@@H](CCCC1)N)C(C)C